2-(4-(2-((5-(dimethylphosphoryl)benzo[d]thiazol-2-yl)amino)-2-oxoethyl)-2-fluorophenoxy)nicotinamide CP(=O)(C)C=1C=CC2=C(N=C(S2)NC(CC2=CC(=C(OC3=C(C(=O)N)C=CC=N3)C=C2)F)=O)C1